1-(4-(2-Aminoethyl)piperidin-1-yl)ethanone trifluoroacetate FC(C(=O)O)(F)F.NCCC1CCN(CC1)C(C)=O